2-(2,6-dioxopiperidin-3-yl)-4-(((S)-1-methoxypropan-2-yl)amino)isoindoline-1,3-dione O=C1NC(CCC1N1C(C2=CC=CC(=C2C1=O)N[C@H](COC)C)=O)=O